1-bromo-2-ethoxy-4-nitrobenzene BrC1=C(C=C(C=C1)[N+](=O)[O-])OCC